OC(=O)C(F)(F)F.FC1=C(CN(C(CCC(=O)O)=O)CCN2C3CC(CC2CC3)C3=CC(=CC=C3)O)C(=CC=C1)F N-(2,6-difluorobenzyl)-N-{2-[3-endo-(3-hydroxyphenyl)-8-aza-bicyclo[3.2.1]oct-8-yl]-ethyl}succinamic acid TFA salt